1-(naphthalen-1-yl)cyclopropylamine C1(=CC=CC2=CC=CC=C12)C1(CC1)N